methyltri(phenoxy)silane C[Si](OC1=CC=CC=C1)(OC1=CC=CC=C1)OC1=CC=CC=C1